N[C@H](C(=O)O)CCC1=CC(=C(C=C1)C(F)F)F (2S)-2-amino-4-[4-(difluoromethyl)-3-fluoro-phenyl]butanoic acid